C(C)(=O)N1CC(=CCC1)C=1C=C(C2=C(SC(=C2)C(=O)N(C)C)C1F)Cl 6-(1-Acetyl-1,2,5,6-tetrahydropyridin-3-yl)-4-chloro-7-fluoro-N,N-dimethylbenzo[b]thiophene-2-carboxamide